CC1=NOC(=C1C=1C=CC=C2C(=NC=NC12)N[C@H](CN1CCN(CC1)S(=O)(=O)C1=C(N=C(S1)NC(OC)=O)C)C)C methyl N-[5-({4-[(2S)-2-{[8-(3,5-dimethyl-1,2-oxazol-4-yl)quinazolin-4-yl]amino}propyl]piperazin-1-yl}sulfonyl)-4-methyl-1,3-thiazol-2-yl]carbamate